O=C1N(CCC(N1)=O)C=1C=C(C(=O)O)C=CC1C([2H])([2H])[2H] 3-(2,4-dioxotetrahydropyrimidin-1(2H)-yl)-4-(methyl-d3)benzoic acid